di-[4-(1-methyl-1-phenylethyl) phenyl] carbonate C(OC1=CC=C(C=C1)C(C)(C1=CC=CC=C1)C)(OC1=CC=C(C=C1)C(C)(C1=CC=CC=C1)C)=O